CN(C=1C(=NN2C1N=CC=C2C2CN(CCC2)C(=O)OC(C)(C)C)C)C tert-Butyl 3-(3-(dimethylamino)-2-methylpyrazolo[1,5-a]pyrimidin-7-yl)piperidine-1-carboxylate